[C@H]12CNC[C@H](CC1)N2C2=NC(=NC1=C(C(=CC=C21)C2=CC(=CC1=CC=CC=C21)O)F)OCC2(CC2)CN(C)C 4-(4-((1R,5S)-3,8-diaza-bicyclo-[3.2.1]octan-8-yl)-2-((1-((dimethylamino)-methyl)cyclopropyl)meth-oxy)-8-fluoroquinazolin-7-yl)naphthalen-2-ol